OC(CN1CCOCC1)S(=O)(=O)O[Na] (1-hydroxy-2-morpholino-ethyl)sulfonyloxysodium